(1s,3s)-3-((5-(1-(2,2-difluoroethyl)-4-fluoro-1H-benzo[d][1,2,3]triazol-6-yl)-4-methoxypyrrolo[2,1-f][1,2,4]triazin-2-yl)amino)-1-methylcyclobutan-1-ol FC(CN1N=NC2=C1C=C(C=C2F)C=2C=CN1N=C(N=C(C12)OC)NC1CC(C1)(O)C)F